2-[(6-chlorohexyl)oxy]ethan-1-ol ClCCCCCCOCCO